(S)-((2-((BENZYLTHIO)METHYL)BUT-3-EN-1-YL)OXY)(TERT-BUTYL)DIPHENYLSILANE C(C1=CC=CC=C1)SC[C@H](CO[Si](C1=CC=CC=C1)(C1=CC=CC=C1)C(C)(C)C)C=C